ClC1=CC=C(C=C1)C(C(F)(F)F)N(S(=O)(=O)C1=CN(C(C(=C1C)C)=O)C)CC N-(1-(4-chlorophenyl)-2,2,2-trifluoroethyl)-N-ethyl-1,4,5-trimethyl-6-oxo-1,6-dihydropyridine-3-sulfonamide